FC(C(=O)N1CC(C1)N1N=C(C2=CC=CC(=C12)S(=O)(=O)NC)C1=CC=C(C=C1)C(F)(F)F)=C 1-(1-(2-fluoroacryloyl)azetidin-3-yl)-N-methyl-3-(4-(trifluoromethyl)phenyl)-1H-indazole-7-sulfonamide